N-Tris(hydroxymethyl)methyl-lauramide OCC(NC(CCCCCCCCCCC)=O)(CO)CO